P(=O)(O[C@@]1(O[C@H]([C@H]([C@@H]1O)F)N1C(N=C(C(=C1)F)N)=O)CBr)(O)[O-].P(=O)(O)(O)[O-].P(=O)(OC)(O)[O-] ((2R,3R,4S,5R)-5-(4-amino-5-fluoro-2-oxopyrimidin-1(2H)-yl)-2-(bromomethyl)-4-fluoro-3-hydroxytetrahydrofuran-2-yl) methyl tetrahydrogen triphosphate